CN1C(N(C2=C1C=CC(=C2)C=2C=CC=C(C(=O)N)C2)C2CCN(CC2)S(=O)(=O)C)=O 5-(1-methyl-3-(1-(methylsulfonyl)piperidin-4-yl)-2-oxo-2,3-dihydro-1H-benzo[d]imidazol-5-yl)benzamide